ClC=1C=CC(=C(C1)[C@H](C)NC1=CC(=C(C=C1C)S(=O)(=O)N(C1=NC=NC=C1)CC1=C(C=C(C=C1)OC)OC)F)F (S)-4-((1-(5-chloro-2-fluorophenyl)ethyl)amino)-N-(2,4-dimethoxybenzyl)-2-fluoro-5-methyl-N-(pyrimidin-4-yl)benzenesulfonamide